4-chloro-N1-(3,4-difluorobenzyl)-6-fluoro-N3-(4-morpholinophenyl)isophthalamide ClC1=C(C=C(C(=O)NCC2=CC(=C(C=C2)F)F)C(=C1)F)C(=O)NC1=CC=C(C=C1)N1CCOCC1